3-[4-[bis(tert-butoxycarbonyl)amino]-2-oxo-3-(4-phenoxyphenyl)imidazo[4,5-c]Pyridin-1-yl]Piperidine-1-carboxylic acid tert-butyl ester C(C)(C)(C)OC(=O)N1CC(CCC1)N1C(N(C=2C(=NC=CC21)N(C(=O)OC(C)(C)C)C(=O)OC(C)(C)C)C2=CC=C(C=C2)OC2=CC=CC=C2)=O